FC(S(=O)(=O)O)(F)F.C(CCC)N1C(=NC2=C1C=CC=C2)C N-butyl-methylbenzimidazole trifluoromethanesulfonate